C(CCC)OCCC(=O)O 3-BUTOXYPROPANOIC ACID